CC1(OC=2C=C(C=C(C2CC1)O)CCC)C 2,2-Dimethyl-7-propyl-3,4-dihydrochromen-5-ol